3-cyclopropylisoquinolin-6-yl triflate O(S(=O)(=O)C(F)(F)F)C=1C=C2C=C(N=CC2=CC1)C1CC1